2-[[6-(1,3-Benzooxazol-7-yl)-3-sulfamoyl-4-quinolinyl]amino]benzoic acid O1C=NC2=C1C(=CC=C2)C=2C=C1C(=C(C=NC1=CC2)S(N)(=O)=O)NC2=C(C(=O)O)C=CC=C2